N1(CCC1)C=1N=CC(=NC1)C(C)O 1-(5-(Azetidin-1-yl)pyrazin-2-yl)ethan-1-ol